4-isopropyl-5-(8-methyl-[1,2,4]triazolo[1,5-a]pyridin-6-yl)-N-((1s,4s)-4-(neopentylamino)cyclohexyl)-1H-pyrazole-3-carboxamide C(C)(C)C=1C(=NNC1C=1C=C(C=2N(C1)N=CN2)C)C(=O)NC2CCC(CC2)NCC(C)(C)C